ClC=1C=C(C=CC1Cl)C=1N=C(SC1SC(C)C)N1N=C(C(=C1C(=O)O)C1=CC(=NS1)C)C 1-(4-(3,4-dichlorophenyl)-5-(isopropylthio)thiazol-2-yl)-3-methyl-4-(3-methylisothiazol-5-yl)-1H-pyrazole-5-carboxylic acid